2-(3-fluorophenyl)-N-[(2R)-2-hydroxy-3-methoxypropyl]-6-(4-methylphenyl)-3-oxo-2,3-dihydropyridazine-4-carboxamide FC=1C=C(C=CC1)N1N=C(C=C(C1=O)C(=O)NC[C@H](COC)O)C1=CC=C(C=C1)C